ethyl 1-[(6-{5-azaspiro[2.3]hex-5-yl}-2-chloropyridin-3-yl) methyl]-1H-1,2,3-triazole-4-carboxylate C1CC12CN(C2)C2=CC=C(C(=N2)Cl)CN2N=NC(=C2)C(=O)OCC